(S)-(4-(4-fluorobenzo[d]thiazol-2-yl)-6,7-dihydro-1H-imidazo[4,5-c]pyridin-5(4H)-yl)(5-(2-fluoropropan-2-yl)-1,3,4-oxadiazol-2-yl)methanone FC1=CC=CC2=C1N=C(S2)[C@H]2N(CCC1=C2N=CN1)C(=O)C=1OC(=NN1)C(C)(C)F